ethyl 1-(cyclohexylmethyl)-4-(trifluoromethyl)-1H-pyrazole-5-carboxylate C1(CCCCC1)CN1N=CC(=C1C(=O)OCC)C(F)(F)F